Lysine, methanesulfonic acid salt CS(=O)(=O)O.N[C@@H](CCCCN)C(=O)O